C(C1=CC=CC=C1)(=O)NNC(=O)C1CN(CCC1)C(=O)OC(C)(C)C tert-butyl 3-(2-benzoylhydrazine-1-carbonyl)piperidine-1-carboxylate